C(C)C1=NN2C(C=C(C(=C2)N)C)=N1 2-ethyl-7-methyl-[1,2,4]triazolo[1,5-a]pyridin-6-amine